6,N6-bis((2S,3R,4R,5R)-2,3,4,5,6-pentahydroxyhexyl)-L-lysine methyl ester COC([C@@H](N)CCCC(NC[C@@H]([C@H]([C@@H]([C@@H](CO)O)O)O)O)C[C@@H]([C@H]([C@@H]([C@@H](CO)O)O)O)O)=O